tert-butyl 4-[(1R)-4-[[[2-(2,6-dioxo-3-piperidyl)-1,3-dioxo-isoindolin-4-yl]amino]methyl]pyrazol-1-yl]-2,2-dimethyl-piperidine-1-carboxylate O=C1NC(CCC1N1C(C2=CC=CC(=C2C1=O)NCC=1C=NN(C1)C1CC(N(CC1)C(=O)OC(C)(C)C)(C)C)=O)=O